OC=1C=C(C=CC1SC)C1OC2=C(SC1)C=CC=C2 2-(3-hydroxy-4-methylthiophenyl)-2,3-dihydro-1,4-benzoxathiine